FC1C(CN(CC1)C(=O)OC(C)(C)C)(O)O tert-butyl 4-fluoro-3,3-dihydroxypiperidine-1-carboxylate